COC1=C(C=CC=C1)S(=O)(=O)NC1=NOC2=C1CC1(C3=CC=C(C=C32)N3[C@@H](CC3)C)CC1 (R)-2-methoxy-N-(8'-(2-methylazetidin-1-yl)-4'H-spiro[cyclopropane-1,5'-naphtho[2,1-d]isoxazol]-3'-yl)benzenesulfonamide